6-((R)-1-((S)-3-fluoropyrrolidin-1-yl)ethyl)-2-(3-((R)-1-(4-methyl-4H-1,2,4-triazol-3-yl)propan-2-yl)phenyl)-4-(trifluoromethyl)isoindolin-1-one F[C@@H]1CN(CC1)[C@H](C)C1=CC(=C2CN(C(C2=C1)=O)C1=CC(=CC=C1)[C@@H](CC1=NN=CN1C)C)C(F)(F)F